C(C=C)(=O)N1CC(CC1)C=1C(N(C2C=CC=CC2C1)C1=CC=C(C=C1)C(F)(F)F)=O 3-(1-acryloylpyrrolidin-3-yl)-1-(4-(trifluoromethyl)phenyl)-4a,8a-dihydroquinolin-2(1H)-one